(1S,2S)-2-(3-chlorophenyl)-N-(6-(((6-cyclopropylimidazo[1,2-a]pyridin-2-yl)methyl)amino)pyrimidin-4-yl)-N-hydroxycyclopropane-1-carboxamide ClC=1C=C(C=CC1)[C@@H]1[C@H](C1)C(=O)N(O)C1=NC=NC(=C1)NCC=1N=C2N(C=C(C=C2)C2CC2)C1